1-cyclobutyl-N-((7-cyclopropyl-2-(4'-fluoro-2'-(4-methyl-4H-1,2,4-triazol-3-yl)-[1,1'-biphenyl]-3-yl)benzo[d]oxazol-5-yl)methyl)methylamine C1(CCC1)CNCC=1C=C(C2=C(N=C(O2)C=2C=C(C=CC2)C2=C(C=C(C=C2)F)C2=NN=CN2C)C1)C1CC1